19-decyl-6,9-bis(hydroxymethyl)-15-isobutyl-16,18-dimethyl-1-oxa-4,7,10,13,16-pentaazanonadecan C(CCCCCCCCC)CC(CN(C(CNCCNC(CNC(CNCCO)CO)CO)CC(C)C)C)C